2-chloro-5-methyl-N-(pentan-3-yl)pyrimidin-4-amine ClC1=NC=C(C(=N1)NC(CC)CC)C